NCCNCCC[Si](OCC)(OCC)OCC N-(2-aminoethyl)-aminopropyl-triethoxysilane